CC=1C=CC(=NC1)C1=CC2=C(N=CN=C2NCC2=NC(=NO2)C(F)(F)F)N=C1 6-(5-methylpyridin-2-yl)-N-((3-(trifluoromethyl)-1,2,4-oxadiazol-5-yl)methyl)pyrido[2,3-d]pyrimidin-4-amine